C(C)(C)(C)OC(CC1=C(C=C(C=C1C(C)C)F)C1=CC(=NC=C1)F)=O.C(C1=CC=CC=C1)OC(=O)NC1=CC(=C(C=C1)C=1C=CC(=NC1)C=1N=NN(N1)C)F N-benzyloxycarbonyl-3-fluoro-4-[2-(2-methyltetrazol-5-yl)pyridin-5-yl]aniline tert-Butyl-2-(4-fluoro-2-(2-fluoropyridin-4-yl)-6-isopropylphenyl)acetate